ClC1=CC2=C(N=C(N=C2N2CCN(CC2)C(C=C)=O)OC[C@H]2N(CCC2)C)C(=N1)OC1=C2C=NNC2=CC(=C1Cl)C 1-[4-(6-chloro-8-[(5-chloro-6-methyl-1H-indazol-4-yl)oxy]-2-{[(2S)-1-methylpyrrolidin-2-yl]methoxy}pyrido[3,4-d]pyrimidin-4-yl)piperazin-1-yl]prop-2-en-1-one